(e)-dec-3-en-1-ol C(C\C=C\CCCCCC)O